4-nitro-1-((2-(trimethylsilyl)ethoxy)methyl)-1H-pyrazole-3-carbohydrazide [N+](=O)([O-])C=1C(=NN(C1)COCC[Si](C)(C)C)C(=O)NN